C(C=C)(=O)N1C(CN(CC1)C1=NC(=NC=2CC(CCC12)N1CCCC2=CC=CC(=C12)C#N)OCC1N(CCC1)C)CC#N 1-(4-(4-acryloyl-3-(cyanomethyl)piperazin-1-yl)-2-((1-methylpyrrolidin-2-yl)methoxy)-5,6,7,8-tetrahydroquinazolin-7-yl)-1,2,3,4-tetrahydroquinoline-8-carbonitrile